7-(((1S,3S)-3-hydroxycyclopentyl)amino)-1-(isopropylamino)-2,6-naphthyridine-3-carbonitrile O[C@@H]1C[C@H](CC1)NC1=NC=C2C=C(N=C(C2=C1)NC(C)C)C#N